N[C@@H](C[C@H](C1=CN=CS1)SC1=NC=C(C=C1C#N)Cl)CO 2-[[(1r,3S)-3-amino-4-hydroxy-1-(5-thiazolyl)-butyl]thio]-5-chloro-3-cyanopyridine